sodium N-(1,1-dimethyl-2-sulfoethyl)acrylamide CC(CS(=O)(=O)O)(C)NC(C=C)=O.[Na]